4-ISOTHIAZOLECARBOXYLIC ACID S1N=CC(=C1)C(=O)O